4-(3,5-Dimethylphenyl)-1(2H)-phthalazinone CC=1C=C(C=C(C1)C)C1=NNC(C2=CC=CC=C12)=O